ClC=1C=CC=C2C=C(N(C12)CC=1C=NC=NC1)C1=NC=2C=C(C=C3OCCN1C23)C(=O)N2C[C@@H](CCC2)NC(OC(C)(C)C)=O tert-butyl (R)-(1-(2-(7-chloro-1-(pyrimidin-5-ylmethyl)-1H-indol-2-yl)-3,4-dihydro-5-oxa-1,2a-diazaacenaphthylene-7-carbonyl)piperidin-3-yl)carbamate